C(C)(C)(C)NC(=O)N1CC=2N(CC1)C(=C(C2C(=O)N)C2=CC=C(C=C2)C=2OC(=NN2)C)C2CC2 N2-tert-butyl-6-cyclopropyl-7-[4-(5-methyl-1,3,4-oxadiazol-2-yl)phenyl]-3,4-dihydropyrrolo[1,2-a]pyrazine-2,8(1H)-dicarboxamide